COC=1N=NC2=CC(=CC=C2C1)C1=C(C=CC(=N1)C#N)C=1C=NNC1 6-(3-methoxycinnolin-7-yl)-5-(1H-pyrazol-4-yl)picolinonitrile